1,3-dichloro-5,5-dimethyl-2-oxotetrahydro-1H-imidazol-4-one ClN1C(N(C(C1(C)C)=O)Cl)=O